C(C)(C)(C)OC(=O)N1C(CCCC1)CCOC1=CC(=C(C=C1)OC)B1OC(C(O1)(C)C)(C)C tert-butyl-2-(2-(4-methoxy-3-(4,4,5,5-tetramethyl-1,3,2-dioxaborolan-2-yl)phenoxy)ethyl)piperidine-1-carboxylate